(S)-7-chloro-2-(2'-chloro-3'-(3-((3-hydroxypyrrolidin-1-yl)methyl)-1,7-naphthyridin-8-ylamino)-2-methylbiphenyl-3-yl)benzo[d]oxazole-5-carbaldehyde ClC1=CC(=CC=2N=C(OC21)C=2C(=C(C=CC2)C2=C(C(=CC=C2)NC=2N=CC=C1C=C(C=NC21)CN2C[C@H](CC2)O)Cl)C)C=O